(2R,4aS,4bR,6aS,7R,7aS,8aR,8bR,8cR,10aR)-2-ethyl-7-((2S,3S)-3-hydroxy-4-methoxybutan-2-yl)-6a-methyloctadecahydrocyclopropa[4,5]cyclopenta[1,2-a]phenanthren-2-ol C(C)[C@]1(CC[C@@H]2[C@H]3CC[C@]4([C@H]([C@@H]3CC[C@@H]2C1)[C@H]1[C@@H]([C@@H]4[C@H](C)[C@@H](COC)O)C1)C)O